N[C@@H](C)C(=O)N[C@@H](CC(=O)O)C(=O)O Alanyl-aspartic acid